2-{methyl[2-(pyridin-2-yl)-5H,6H,7H-cyclopenta[d]pyrimidin-4-yl]amino}-1-(morpholin-4-yl)ethan-1-one CN(CC(=O)N1CCOCC1)C=1C2=C(N=C(N1)C1=NC=CC=C1)CCC2